ClC1=CC=C(C=C1)C=1C=C(C(N(N1)C=1C=NN(C1)C)=O)C(=O)NCC(C(F)(F)F)O 6-(4-Chlorophenyl)-2-(1-methyl-1H-pyrazol-4-yl)-3-oxo-N-(3,3,3-trifluoro-2-hydroxypropyl)-2,3-dihydropyridazine-4-carboxamide